C(C)(C)OC=1C=CC(=NC1)N1C[C@@H]2CN(C[C@H]2C1)C1=C(C(N(C2=CC=C(N=C12)Cl)C)=O)C#N 4-[(3aS,6aS)-2-(5-isopropoxy-2-pyridyl)-1,3,3a,4,6,6a-hexahydropyrrolo[3,4-c]pyrrol-5-yl]-6-chloro-1-methyl-2-oxo-1,5-naphthyridine-3-carbonitrile